C(CC)(=O)OC1=CC(=CC(=C1)C(C)(C)C)C(C)(C)C 3,5-di-tert-butylphenyl propionate